6-bromo-2-fluoro-3-hydroxybenzaldehyde BrC1=CC=C(C(=C1C=O)F)O